FC(C(F)(F)F)(F)OP(OC(C(F)(F)F)(F)F)(=O)OP(=O)(OC(C(F)(F)F)(F)F)OP(=O)([O-])[O-].C(C)C=1NC=C[N+]1C.C(C)C=1NC=C[N+]1C ethyl-3-methylimidazolium tris(perfluoroethyl)triphosphate